C1=CC(=C(C(=C1)C(F)(F)F)Br)C(F)(F)F 2,6-bis(trifluoromethyl)bromobenzene